O[C@@H]1[C@H]([C@@H](N(C1)C(=O)OCC1=CC=CC=C1)C(=O)OCC1=CC=CC=C1)N1CCN(CCN(CCN(CC1)CC(OC(C)(C)C)=O)CC(OC(C)(C)C)=O)CC(=O)OC(C)(C)C dibenzyl (2R,3S,4S)-4-hydroxy-3-(4,7,10-tris(2-(tert-butoxy)-2-oxoethyl)-1,4,7,10-tetraazacyclododecan-1-yl)pyrrolidine-1,2-dicarboxylate